2-amino-1-[1-(2,2,2-trifluoroethyl)-1H-pyrazol-5-yl]ethan-1-one hydrogen chloride Cl.NCC(=O)C1=CC=NN1CC(F)(F)F